C1(CCCCCCC1)C(C(NC1=CC=C(C=C1)C1NC(CC1)=O)=O)NC(=O)C=1C(=NOC1)C N-{1-Cyclooctyl-2-oxo-2-[4-(5-oxo-pyrrolidin-2-yl)-anilino]ethyl}-3-methylisoxazole-4-carboxamide